CN(C1CCC2(C3=CC(=CC=C13)B1OC(C(O1)(C)C)(C)C)CC2)C N,N-dimethyl-7'-(4,4,5,5-tetramethyl-1,3,2-dioxaborolan-2-yl)-3',4'-dihydro-2'H-spiro[cyclopropane-1,1'-naphthalen]-4'-amine